CCC=O n-Propanal